3-(2-(2,6-dioxopiperidin-3-yl)-1,3-dioxoisoindolin-4-yl)propan-2-one O=C1NC(CCC1N1C(C2=CC=CC(=C2C1=O)CC(C)=O)=O)=O